6-fluoro-1,2,3,4-tetrahydroisoquinolin-1-one FC=1C=C2CCNC(C2=CC1)=O